C1(=CC=CC=C1)C(=CCN([C@@H]1CCC2=CC=CC=C12)CCN1CCN(CC1)C)C1=CC=CC=C1 (R)-N-(3,3-diphenylallyl)-N-(2-(4-methylpiperazin-1-yl)ethyl)-2,3-dihydro-1H-inden-1-amine